N-(2-methyl-4-(piperazin-1-yl)phenyl)-4-(1,2,3,6-tetrahydropyridin-4-yl)benzamide bistrifluoroacetic acid salt FC(C(=O)O)(F)F.FC(C(=O)O)(F)F.CC1=C(C=CC(=C1)N1CCNCC1)NC(C1=CC=C(C=C1)C=1CCNCC1)=O